C(N)(=N)C=1C=C(SC1)CNC(=O)[C@H]1N([C@H]2C[C@]2(C1)CN1CCOCC1)C(CNC(CCCOC1=CC=CC=C1)=O)=O (1S,3S,5S)-N-((4-carbamimidoylthiophen-2-yl)methyl)-5-(morpholinomethyl)-2-((4-phenoxybutanoyl)glycyl)-2-azabicyclo[3.1.0]hexane-3-carboxamide